C(C1=CC=CC=C1)N1CC2C3(N=CC(C(C31)CC(C)C)C2)C(=O)NCC(C)C 1-benzyl-N,7-diisobutyl-1,2,3,6,7,7a-hexahydro-3aH-3,6-methanopyrrolo[3,2-b]pyridine-3a-carboxamide